4-epoxyhexylmethyl-3,4-epoxycyclohexyl formate C(=O)OC12C(C3(C(CC1)(O3)C)CCCCCC)O2